tert-butyl (1-(4-bromo-5-iodo-2-methoxyphenyl)propan-2-yl)carbamate tert-butyl-(1-(4-bromo-5-cyano-2-methoxyphenyl)propan-2-yl)carbamate C(C)(C)(C)N(C(O)=O)C(CC1=C(C=C(C(=C1)C#N)Br)OC)C.BrC1=CC(=C(C=C1I)CC(C)NC(OC(C)(C)C)=O)OC